6-acetyl-3-Chlorophenylboronic acid pinacol ester C(C)(=O)C1=CC=C(C=C1B1OC(C)(C)C(C)(C)O1)Cl